C1(CC1)C(C(C(=O)NC1=CC=C(C=C1)C=1C(=NNC1C)C)C1=NN=C(N1)C=1N(N=CC1)C)C1CC1 3,3-dicyclopropyl-N-[4-(3,5-dimethyl-1H-pyrazol-4-yl)phenyl]-2-[5-(2-methylpyrazol-3-yl)-4H-1,2,4-triazol-3-yl]propanamide